NC1CCN(CC1)CC1=C(C=C(C=C1)NC(=O)NC=1SC(=C(N1)C)C1=NC(=NC=C1)NC)C(F)(F)F 1-(4-((4-Aminopiperidin-1-yl)methyl)-3-(trifluoromethyl)-phenyl)-3-(4-methyl-5-(2-(methylamino)pyrimidin-4-yl)thiazol-2-yl)urea